CC1=NNC(=C1)C1=NSC=2C1=NC(=CC2C2(CCCCC2)O)N2[C@@H](COCC2)C (R)-1-(3-(3-methyl-1H-pyrazol-5-yl)-5-(3-methylmorpholino)isothiazolo[4,5-b]pyridin-7-yl)cyclohexan-1-ol